3,5-diaminophenetole NC=1C=C(C=C(C1)N)OCC